[6-Acetamido-7-fluoro-2-(hydroxymethyl)indan-5-yl]acetamide C(C)(=O)NC1=C(C=C2CC(CC2=C1F)CO)CC(=O)N